CN1C(N(CC1)CC1=CC=C(C=C1)C1=NOC(=N1)C(F)(F)F)=O 1-methyl-3-[[4-[5-(trifluoromethyl)-1,2,4-oxadiazol-3-yl]phenyl]methyl]imidazolidin-2-one